C(C)(=O)OCC=CCC=CC(=CCO)C 9-hydroxy-7-methylnon-2,5,7-trien-1-yl acetate